6-chloro-7-(pyridin-2-yl)-1H-indole ClC1=CC=C2C=CNC2=C1C1=NC=CC=C1